COC(=O)C1CCC(CC1)CN(C)CC=1C(=NC(=CC1)C=1C(=C(C=CC1)C1=C(C(=CC=C1)N)Cl)Cl)OC (1r,4r)-4-((((6-(3'-amino-2,2'-dichloro-[1,1'-biphenyl]-3-yl)-2-methoxypyridin-3-yl)methyl)(methyl)amino)methyl)cyclohexane-1-carboxylic acid methyl ester